N-(1-(4-(2-((methylamino)methyl)phenyl)thiophen-2-yl)ethyl)phthalazin-1-amine CNCC1=C(C=CC=C1)C=1C=C(SC1)C(C)NC1=NN=CC2=CC=CC=C12